OC1=NOC2=C(C=C1)C=CC(=C2O)CN2C1COC(C2)C1 3,9-dihydroxy-8-(2-aza-5-oxabicyclo[2.2.1]hept-2-ylmethyl)benzo[5,6]oxazepin